(S)-5-(dimethylamino)-6-methyl-3-((3-(2-(2-(methylamino)propanamido)ethyl)phenyl)amino)pyrazine-2-carboxamide phenyl-isobutyrate C1(=CC=CC=C1)OC(C(C)C)=O.CN(C=1N=C(C(=NC1C)C(=O)N)NC1=CC(=CC=C1)CCNC([C@H](C)NC)=O)C